O[C@@H]([C@H](C(=O)N1CC2=NN(C=C2C1)S(=O)(=O)C1=CC=C2C=NNC2=C1)C1=CC=CC=C1)C (2R,3R)-3-hydroxy-1-[2-(1H-indazole-6-sulfonyl)-2H,4H,5H,6H-pyrrolo[3,4-c]pyrazol-5-yl]-2-phenylbutan-1-one